C(C)(C)(C)OC(=O)N1[C@@H](C[C@@H](C1)O[Si](C)(C)C(C)(C)C)COC(F)F (2S,4S)-4-((tert-butyldimethylsilyl)oxy)-2-((difluoromethoxy)methyl)pyrrolidine-1-carboxylic acid tert-butyl ester